CS(=O)(=O)CC(=C)C1=CC=CC=C1 3-(methylsulfonyl)-2-phenyl-1-propene